4-[(4R,10aS)-4-methyl-3,4,6,7,8,9,10,10a-octahydro-1H-pyrazino[1,2-d][1,4]diazepin-2-yl]-1-methyl-1,8-naphthyridin-2-one C[C@@H]1CN(C[C@H]2N1CCNCC2)C2=CC(N(C1=NC=CC=C21)C)=O